ethyl 2-[[4-[tert-butoxycarbonyl-1-piperazinyl]-6-[[(3,4,5-trimethoxyphenyl) methyl] amino]-2-pyrimidinyl] amino]-4-methyl-5-thiazolecarboxylate C(C)(C)(C)OC(=O)C1N(CCNC1)C1=NC(=NC(=C1)NCC1=CC(=C(C(=C1)OC)OC)OC)NC=1SC(=C(N1)C)C(=O)OCC